3-ethyl-8-(4-(4-(4-ethylpiperazin-1-yl)piperidin-1-yl)-3-methoxyphenyl)-N2-(tetrahydro-2H-pyran-4-yl)pyrido[3,4-b]pyrazine-2,5-diamine C(C)C1=C(N=C2C(=N1)C(=NC=C2C2=CC(=C(C=C2)N2CCC(CC2)N2CCN(CC2)CC)OC)N)NC2CCOCC2